FC(C1=CN=C(S1)C(=O)N[C@@H]1C[C@@H](CCC1)N1C(=NC=2C=NC(=CC21)N2N=CC=N2)C2=C(C=CC=C2)F)F 5-(difluoromethyl)-N-((1S,3R)-3-(2-(2-fluorophenyl)-6-(2H-1,2,3-triazol-2-yl)-1H-imidazo[4,5-c]pyridin-1-yl)cyclohexyl)thiazole-2-carboxamide